tert-butyl ((1-(4-cyano-5-(2,3-dichlorophenyl)-1-methyl-6-oxo-1,6-dihydropyrimidin-2-yl)-4-methylpiperidin-4-yl)methyl)carbamate C(#N)C=1N=C(N(C(C1C1=C(C(=CC=C1)Cl)Cl)=O)C)N1CCC(CC1)(C)CNC(OC(C)(C)C)=O